ClC=1C=CC(=C(C1)C1=CC(N(C=C1OC)CC(=O)O)=O)N1N=NN=C1 2-{4-[5-chloro-2-(1H-tetrazol-1-yl)phenyl]-5-methoxy-2-oxopyridin-1(2H)-yl}acetic acid